Methyl (R)-4-((2-(3-(2,4-dihydroxy-3,3-dimethylbutanamido) propanamido)ethyl)thio)-4-oxobutanoate O[C@@H](C(=O)NCCC(=O)NCCSC(CCC(=O)OC)=O)C(CO)(C)C